ClC1=C2CCCC(C2=CC=C1F)CO (5-chloro-6-fluoro-1,2,3,4-Tetrahydronaphthalen-1-yl)methanol